(5-(1-phenyl-1H-benzimidazol-2-yl)naphthalen-1-yl)phenylboronic acid C1(=CC=CC=C1)N1C(=NC2=C1C=CC=C2)C2=C1C=CC=C(C1=CC=C2)C2=C(C=CC=C2)B(O)O